C(C1=CC=CC=C1)N[C@H](C(=O)OC)CO methyl (2S)-2-(benzylamino)-3-hydroxy-propanoate